NC1=C(C=C2C(=N1)C=C(N2)N2C(N(C(C2)=O)C)=O)C 1-(5-amino-6-methyl-1H-pyrrolo[3,2-b]pyridin-2-yl)-3-methyl-imidazolidine-2,4-dione